COC(CCCCCCCOCC(COCCCCCCCC\C=C/C\C=C/CCCCC)N(C)C)=O methyl-8-(2-(dimethylamino)-3-((9Z,12Z)-octadeca-9,12-dien-1-yloxy)propoxy)octanoate